4-({[(tert-butoxy)carbonyl]amino}methyl)-2-(hydroxymethyl)-3-methylbenzoic acid C(C)(C)(C)OC(=O)NCC1=C(C(=C(C(=O)O)C=C1)CO)C